3-[6-(7-methoxy-2,2-dimethyl-2,3-dihydro-benzofuran-4-yl)-chroman-2-yl]-propionic acid COC1=CC=C(C=2CC(OC21)(C)C)C=2C=C1CCC(OC1=CC2)CCC(=O)O